(2r,5r)-2-chloro-7-oxo-1,6-diazabicyclo[3.2.1]oct-6-yl bisulfate S(ON1[C@@H]2CC[C@H](N(C1=O)C2)Cl)(O)(=O)=O